(1R,2S,3R,5R)-3-(4-amino-5-(thiazol-2-yl)-7H-pyrrolo[2,3-d]pyrimidin-7-yl)-5-(((3-((4-fluorophenethyl)amino)propyl)amino)methyl)cyclopentane-1,2-diol NC=1C2=C(N=CN1)N(C=C2C=2SC=CN2)[C@H]2[C@@H]([C@@H]([C@H](C2)CNCCCNCCC2=CC=C(C=C2)F)O)O